C1(CC1)CC1=CC(=NN1CC1=CC=C(C=C1)OCC(C)C)N1CCCCC1 (5-(cyclopropylmethyl)-1-(4-isobutoxybenzyl)-1H-pyrazol-3-yl)piperidine